6-Methoxy-2-methyl-N-(7-(pyridin-3-yl)-7H-pyrrolo[2,3-d]pyrimidin-2-yl)-1,2,3,4-tetrahydroisoquinolin-7-amine COC=1C=C2CCN(CC2=CC1NC=1N=CC2=C(N1)N(C=C2)C=2C=NC=CC2)C